5-[5-Acetyl-4-(4-acryloyl-3,4-dihydro-2H-benzo[1,4]oxazin-6-ylamino)-pyrimidin-2-ylamino]-1,3-dihydro-indol-2-one C(C)(=O)C=1C(=NC(=NC1)NC=1C=C2CC(NC2=CC1)=O)NC=1C=CC2=C(N(CCO2)C(C=C)=O)C1